NC1=C(C2=C(C=C(C=C2C=C1)S(=O)(=O)O)O)OC 2-amino-1-methoxy-8-Hydroxy-naphthalen-6-sulfonic acid